C1=CC(=C(C=C1/C=C/C2=CC(=O)C3(O2)C(=CC4=CC(=C(C=C34)O)O)C5=CC6=C(C7=CC(=C(C=C7C(=O)O6)O)O)C(=O)O5)O)O The molecule is an organic heterotricyclic compound isolated from the fruiting bodies of the fungus Phellinus igniarius. It has a role as a fungal metabolite. It is an organic heterotricyclic compound, a polyphenol, an oxaspiro compound and a delta-lactone.